N-((1r,3r)-3-(6-(((1-(6-((2-(2,6-dioxopiperidin-3-yl)-1,3-dioxoisoindolin-4-yl)amino)hexanoyl)piperidin-4-yl)methyl)amino)-9H-purin-9-yl)cyclobutyl)-6-methylpicolinamide O=C1NC(CC[C@H]1N1C(C2=CC=CC(=C2C1=O)NCCCCCC(=O)N1CCC(CC1)CNC1=C2N=CN(C2=NC=N1)C1CC(C1)NC(C1=NC(=CC=C1)C)=O)=O)=O